FC1=C(C(=CC2=C1CCCCC2=O)F)O 1,3-difluoro-2-hydroxy-6,7,8,9-tetrahydro-5H-benzo[7]annulen-5-one